adenosylmethionine para-toluenesulfonate CC1=CC=C(C=C1)S(=O)(=O)O.[C@@H]1([C@H](O)[C@H](O)[C@@H](CN[C@@H](CCSC)C(=O)O)O1)N1C=NC=2C(N)=NC=NC12